FCC1CC1 fluoromethyl-cyclopropane